P(=O)(O)(O)O.N1=CN=C(C2=C1NC=C2)C=2C=NN(C2)[C@H](CC#N)C2C(C(C(C2([2H])[2H])([2H])[2H])([2H])[2H])([2H])[2H] (R)-3-(4-(7H-pyrrolo[2,3-d]pyrimidin-4-yl)-1H-pyrazol-1-yl)-3-(cyclopentyl-2,2,3,3,4,4,5,5-d8)propanenitrile phosphate